(R)-1-(2-chloro-4-(5-(4-(difluoromethoxy)-2,3-difluorophenyl)-1-methyl-1H-imidazole-2-carboxamido)benzoyl)-N-(pyrrolidin-3-yl)piperidine-4-carboxamide formate C(=O)O.ClC1=C(C(=O)N2CCC(CC2)C(=O)N[C@H]2CNCC2)C=CC(=C1)NC(=O)C=1N(C(=CN1)C1=C(C(=C(C=C1)OC(F)F)F)F)C